NC=1C(NC(N(N1)C1=CC(=C(C(=C1)Cl)OC1=NNC(C=2C(CCCC12)C)=O)Cl)=O)=O 6-amino-2-(3,5-dichloro-4-((5-methyl-4-oxo-3,4,5,6,7,8-hexahydrophthalazin-1-yl)oxy)phenyl)-1,2,4-triazine-3,5(2h,4h)-dione